F[C@@H]1[C@@H](C1)C(=O)NC1=CC=C2C(=N1)NN=C2C=2C(=NC=CC2)OC (1S,2S)-2-fluoro-N-[3-(2-methoxypyridin-3-yl)-1H-pyrazolo[3,4-b]pyridin-6-yl]cyclopropane-1-carboxamide